CN1N=C2C=CC(=CC2=C1)C(=O)NC(C(=O)O)CCCCCCCC1=NC=2NCCCC2C=C1 2-(2-methyl-2H-indazole-5-carboxamido)-9-(5,6,7,8-tetrahydro-1,8-naphthyridin-2-yl)nonanoic acid